[Nd].[B].[Si] silicon-boron-neodymium